(S)-(4-(6-fluorobenzo[d]thiazol-2-yl)-6,7-dihydro-1H-imidazo[4,5-c]pyridin-5(4H)-yl)(5-(pyridin-2-yl)-1,3,4-oxadiazol-2-yl)methanone FC1=CC2=C(N=C(S2)[C@H]2N(CCC3=C2N=CN3)C(=O)C=3OC(=NN3)C3=NC=CC=C3)C=C1